C(C)(C)(C)OC(=O)[C@@H]1[C@H]2[C@@H](CCN[C@H]2C1)CC=C |r| rac-(1SR,5RS,6RS,7SR)-5-allyl-2-azabicyclo[4.2.0]octane-7-carboxylic acid tert-butyl ester